C(CN([C@@H](CO)C(=O)O)CC(=O)[O-])(=O)[O-].[Na+].[Na+].[Na+] trisodium serine diacetate